N-(3-bromo-4-fluorophenyl)-N'-hydroxy-4-((3-(methylsulfonyl)propyl)amino)-1,2,5-oxadiazole-3-carboxamidine BrC=1C=C(C=CC1F)NC(=NO)C1=NON=C1NCCCS(=O)(=O)C